Z-2-pentene C\C=C/CC